(S)- and (R)-2-((4-cyanophenEthyl)amino)-2-(4-cyanophenyl)-N-(5-(1-meth-yl-1H-pyrazol-4-yl)pyridin-2-yl)-acetamide C(#N)C1=CC=C(CCN[C@H](C(=O)NC2=NC=C(C=C2)C=2C=NN(C2)C)C2=CC=C(C=C2)C#N)C=C1 |r|